The molecule is a dipeptide composed of L-methionine and L-serine joined by a peptide linkage. It has a role as a metabolite. It derives from a L-methionine and a L-serine. CSCC[C@@H](C(=O)N[C@@H](CO)C(=O)O)N